C(C)NC[C@H](C)O (2S)-1-(ethylamino)propan-2-ol